NC=1C2=C(N=CN1)N(C(=C2C2=CCC(CC2)OC2=NN(C=C2)C)C2=CC=C(C=C2)NC(C(=C)C)=O)C N-(4-(4-amino-7-methyl-5-(4-(1-methyl-1H-pyrazol-3-yloxy)cyclohex-1-enyl)-7H-pyrrolo[2,3-d]pyrimidin-6-yl)phenyl)methacrylamide